Methyl-selenoglucose tert-Butyl-(3RS,4RS)-3-hydroxy-4-((4-((S)-3-(4-(trifluoromethyl)phenyl)morpholino)-7H-pyrrolo[2,3-d]pyrimidin-7-yl)methyl)piperidine-1-carboxylate C(C)(C)(C)C1N(CC[C@@H]([C@H]1O)CN1C=CC2=C1N=CN=C2N2[C@H](COCC2)C2=CC=C(C=C2)C(F)(F)F)C(=O)O.CC(=[Se])[C@H](O)[C@@H](O)[C@H](O)[C@H](O)CO |&1:8,9|